(2S,4S)-1-tert-butyl 2-methyl 4-(6-chloro-3,4-dihydroquinolin-1(2H)-yl)pyrrolidine-1,2-dicarboxylate ClC=1C=C2CCCN(C2=CC1)[C@H]1C[C@H](N(C1)C(=O)OC(C)(C)C)C(=O)OC